N-(2-methoxy-4-dimethylaminophenyl)thiourea COC1=C(C=CC(=C1)N(C)C)NC(=S)N